1-(2-bromo-4-fluorophenyl)-N-(5-cyano-6-(2H-1,2,3-triazol-2-yl)pyridin-3-yl)-5-(trifluoromethyl)-1H-pyrazole-4-carboxamide BrC1=C(C=CC(=C1)F)N1N=CC(=C1C(F)(F)F)C(=O)NC=1C=NC(=C(C1)C#N)N1N=CC=N1